C(C(C)C)C1C(CN(C(=C1)OS(=O)(=O)C(F)(F)F)C(=O)OC(C)(C)C)C tert-Butyl 4-isobutyl-3-methyl-6-(trifluoromethylsulfonyloxy)-3,4-dihydro-2H-pyridine-1-carboxylate